COC[C@H]1CN(CCN1)C(=O)OC(C)(C)C tert-butyl (R)-3-(methoxymethyl)piperazine-1-carboxylate